2,2'-bis(trifluoromethyl)-5,5'-dihydroxybenzidine FC(C1=C(C=C(C(=C1)N)O)C1=C(C=C(N)C(=C1)O)C(F)(F)F)(F)F